COC1=CC=C(C=C1)N1C(=NN=C1C1=CC=NC=C1)SCCCN1C(C2=CC=CC=3C2=C(C1=O)C=CC3)=O 2-[3-[[4-(4-methoxyphenyl)-5-(4-pyridyl)-4H-1,2,4-triazol-3-yl]thio]propyl]-1H-benzo[DE]isoquinoline-1,3(2H)-dione